2-(2-amino-5-chlorophenyl)propane-1,3-diol NC1=C(C=C(C=C1)Cl)C(CO)CO